FC1(CCNCC1)C1=CC=2N(C=C1OC)N=CC2C2=NN(C(=C2)C(=O)OC)C methyl 3-(5-(4-fluoropiperidin-4-yl)-6-methoxypyrazolo[1,5-a]pyridin-3-yl)-1-methyl-1H-pyrazole-5-carboxylate